O[C@]12[C@@H]3CC[C@@H]4C[C@H](CC[C@@]4([C@H]3CC[C@@]2([C@H](CC1)C=1COC(C1)=O)C)C)N(C(OCCN1CCCC1)=O)C 2-(pyrrolidin-1-yl)ethyl ((3S,5R,8R,9S,10S,13R,14S,17R)-14-hydroxy-10,13-dimethyl-17-(5-oxo-2,5-dihydrofuran-3-yl)hexadecahydro-1H-cyclopenta[a]phenanthren-3-yl)(methyl)carbamate